(2-fluoro-5-hydroxyphenyl)(6-(3-(2-fluoro-5-methylphenyl)-4-(trifluoromethyl)-1H-pyrazol-1-yl)-2-azaspiro[3.3]hept-2-yl)methanone FC1=C(C=C(C=C1)O)C(=O)N1CC2(C1)CC(C2)N2N=C(C(=C2)C(F)(F)F)C2=C(C=CC(=C2)C)F